ClC1=NN(C2=NC(=NC=C21)Cl)CCCOC2=NN(C(=C2[N+](=O)[O-])C)C=2C(=NC=CC2C)OC 3,6-Dichloro-1-(3-((1-(2-methoxy-4-methylpyridin-3-yl)-5-methyl-4-nitro-1H-pyrazol-3-yl)oxy)propyl)-1H-pyrazolo[3,4-d]pyrimidine